C(C)(C)(C)OC(N[C@H](C(=O)NC1CCN(CC1)C1=NC(=C(C(=C1C#N)CC)C#N)SC(C(=O)N)C1=CC=CC=C1)C)=O (S)-1-(1-(6-(2-amino-2-oxo-1-phenylethylthio)-3,5-dicyano-4-ethylpyridin-2-yl)piperidin-4-ylamino)-1-oxoprop-2-ylcarbamic acid tert-butyl ester